N1C=CC2=C(C=CC=C12)OC1=NC(=NC=N1)OC1=C2C=CNC2=CC=C1 4-{[4-(1H-indol-4-yloxy)-1,3,5-triazin-2-yl]oxy}-1H-indole